C(#N)C=1C=CC(=C(C1)C1=NN=C(O1)C(=O)OCC)OC Ethyl 5-(5-cyano-2-methoxyphenyl)-1,3,4-oxadiazole-2-carboxylate